(2-trifluoromethylbenzenesulfonyl)-N-(4-(4-(dimethylamino)-1-piperidinyl)-2-methoxyphenyl)-2-amino-7H-pyrrolo[2,3-d]pyrimidine FC(C1=C(C=CC=C1)S(=O)(=O)C=1C2=C(N(C(N1)N)C1=C(C=C(C=C1)N1CCC(CC1)N(C)C)OC)NC=C2)(F)F